CC1=NC2=CC=CC(=C2C(N1C1C(NC(CC1)=O)=O)=O)NCC1CCOCC1 3-(2-methyl-4-oxo-5-(((tetrahydro-2H-pyran-4-yl)methyl)amino)quinazolin-3(4H)-yl)piperidine-2,6-dione